N-benzyl-7-(4-bromo-3-chloro-benzoyl)-3-oxo-2-[4-(2-oxoazetidin-1-yl)phenyl]-6,8-dihydro-5H-imidazo[1,5-a]pyrazine-1-carboxamide C(C1=CC=CC=C1)NC(=O)C=1N(C(N2C1CN(CC2)C(C2=CC(=C(C=C2)Br)Cl)=O)=O)C2=CC=C(C=C2)N2C(CC2)=O